N-Boc-2-amino-4,5-dichloropyridine C(=O)(OC(C)(C)C)N1C(C=C(C(=C1)Cl)Cl)N